[(2-methoxyethyl)(methyl)amino]but-2-en-1-one COCCN(C)C(C=CC)=O